5-azoniaspiro[4.5]decane C1CCC[N+]12CCCCC2